FC1=CC(=C(C=C1)[C@@H]1[C@H](O[C@]([C@H]1C)(C(F)(F)F)C)C(=O)NC1=CC(=NC=C1)C(=O)N)O (2S,3R,4S,5R)-4-[[3-(4-fluoro-2-hydroxy-phenyl)-4,5-dimethyl-5-(trifluoromethyl)tetrahydrofuran-2-carbonyl]amino]pyridine-2-carboxamide